C(C)(C)C1=C(N=C(N1)CCCN1CCN(CC1)C(=O)OC(C)(C)C)C=C1C(NCC(N1)=O)=O (5-isopropyl-1-(3-(4-tert-butoxycarbonylpiperazinyl)propylimidazol-4-yl)methylene)piperazine-2,5-dione